5-Bromo-6-(3-bromo-1-(3-chloropyridin-2-yl)-1H-pyrazol-5-carboxamido)-N-cyclopropylpyrazolo[1,5-a]pyridin-7-carboxamid BrC1=CC=2N(C(=C1NC(=O)C1=CC(=NN1C1=NC=CC=C1Cl)Br)C(=O)NC1CC1)N=CC2